N(N)C(=O)C1=C(C=C2CCN3C(C2=C1)=C(C=C3C(=O)OCC)CC(F)(F)F)OC ethyl 9-(hydrazinecarbonyl)-8-methoxy-1-(2,2,2-trifluoroethyl)-5,6-dihydropyrrolo[2,1-a]isoquinoline-3-carboxylate